C(#N)C1=CC=C(C=C1)C=1C=C2C=C(N(C2=CC1C1=CC=C(C=C1)C)C)C(=O)O 5-(4-cyanophenyl)-1-methyl-6-(p-tolyl)-1H-indole-2-carboxylic acid